FC=1C=C(C=CC1F)N1C(=C(C2=CC(=CC=C12)O)C1CC(CCC1)C(=O)O)C1CCOCC1 3-(1-(3,4-difluorophenyl)-5-hydroxy-2-(tetrahydro-2H-pyran-4-yl)-1H-indol-3-yl)cyclohexane-1-carboxylic acid